C(C=C)(=O)N1[C@H](CN(CC1)C1=NC(=NC=2C[C@@H](CCC12)N1CCC2=CC=CC=C12)OC[C@H]1N(CCC1)C(C)C)CC#N 2-((S)-1-Acryloyl-4-((R)-7-(indolin-1-yl)-2-(((S)-1-isopropylpyrrolidin-2-yl)methoxy)-5,6,7,8-tetrahydroquinazolin-4-yl)piperazin-2-yl)acetonitrile